5-(1H-1,2,4-triazol-1-yl)-1,6-naphthyridin-4(1H)-one N1(N=CN=C1)C1=C2C(C=CNC2=CC=N1)=O